(2-(3,8-diazabicyclo[3.2.1]octan-8-yl)-6,7-dihydrothiazolo[5,4-c]pyridin-5(4H)-yl)(4-(trifluoromethyl)phenyl)methanone C12CNCC(CC1)N2C=2SC=1CN(CCC1N2)C(=O)C2=CC=C(C=C2)C(F)(F)F